C(C)NC(=O)C1=CC=C(C=N1)N1CCN(CC1)C(=O)OC(C)(C)C tert-butyl 4-[6-(ethylcarbamoyl)-3-pyridyl]piperazine-1-carboxylate